N-(5-fluoro-2-methyl-3-(4,4,5,5-tetramethyl-1,3,2-dioxaborolan-2-yl)phenyl)-3-hydroxy-3-neopentylazetane-1-carboxamide FC=1C=C(C(=C(C1)NC(=O)N1CC(C1)(CC(C)(C)C)O)C)B1OC(C(O1)(C)C)(C)C